((4-phenethylpiperidin-4-yl) methyl) carbamate C(N)(OCC1(CCNCC1)CCC1=CC=CC=C1)=O